(R)-1-(4-(3H-[1,2,3]triazolo[4,5-b]pyridin-3-yl)-2-fluoro-N-(piperidin-3-yl)benzamido)isoquinoline-6-carboxylic acid N1=NN(C2=NC=CC=C21)C2=CC(=C(C(=O)N([C@H]1CNCCC1)C1=NC=CC3=CC(=CC=C13)C(=O)O)C=C2)F